N1=CC=C(C=C1)C1=CC=C(C=C1)C1=CC=C(C=C1)C1=CC=NC=C1 4,4'-bis(pyridin-4-yl)-1,1'-biphenyl